2,2-dimethyl-5-[3-(pyridin-3-yl)-1,2,4-oxadiazol-5-yl]-2,3-dihydro-1-benzofuran-3-one CC1(OC2=C(C1=O)C=C(C=C2)C2=NC(=NO2)C=2C=NC=CC2)C